CC(C(=O)N)(CCCCCCCCCCCCCCCC)C dimethyl-octadecanamide